FC1(CN(CCC1)C#N)C1=NC=2C(=NC(=CC2)C2=CC=CC=C2)N1 3-fluoro-3-(5-phenyl-3H-imidazo[4,5-b]pyridin-2-yl)piperidine-1-carbonitrile